BrC(=C(Br)Br)C1=CC=CC=C1 Tribromostyrol